6-acetyl-1-methyl-3-[3-(1-methylpyrazol-4-yl)-8-isoquinolinyl]-7,8-dihydro-5H-1,6-naphthyridin-2-one C(C)(=O)N1CC=2C=C(C(N(C2CC1)C)=O)C=1C=CC=C2C=C(N=CC12)C=1C=NN(C1)C